7-(((S)-1-((2S,4R)-4-hydroxy-2-((4-(4-methylthiazol-5-yl)benzyl)carbamoyl)pyrrolidin-1-yl)-3,3-dimethyl-1-oxobutan-2-yl)amino)-7-oxoheptanoic acid O[C@@H]1C[C@H](N(C1)C([C@H](C(C)(C)C)NC(CCCCCC(=O)O)=O)=O)C(NCC1=CC=C(C=C1)C1=C(N=CS1)C)=O